NC1=NC=CC=C1C1=NC=2C(=NC(=CC2C)N2N=C(C=C2)F)N1C=1C=C2CC[C@@H](C2=CC1)NC(C1=CC(=C(C=C1)O)C=O)=O (S)-N-(5-(2-(2-aminopyridin-3-yl)-5-(3-fluoro-1H-pyrazol-1-yl)-7-methyl-3H-imidazo[4,5-b]pyridin-3-yl)-2,3-dihydro-1H-inden-1-yl)-3-formyl-4-hydroxybenzamide